C(C)C1=NC=2C(=NC(=CC2C)C)N1CC1=CC=C(C=C1)C=1C(=CC=C(C1)C=1N=NN(C1)C)C#N 4'-((2-ethyl-5,7-dimethyl-3H-imidazo[4,5-b]pyridin-3-yl)methyl)-5-(1-methyl-1H-1,2,3-triazol-4-yl)-[1,1'-biphenyl]-2-carbonitrile